chloroacetaldehyde n-propyl 2,3,4-trimethyl-2-cyclopentenyl acetal CC=1C(CC(C1C)C)OC(CCl)OCCC